[Si](C)(C)(C(C)(C)C)OC1(CC(C1)O)C(F)F 3-[(tert-butyldimethylsilyl)oxy]-3-(difluoromethyl)cyclobutan-1-ol